C(C)(C)(C)C1=CC=C(C=C1)NC1CCC(CC1)NCCO 2-((4-((4-(tert-butyl)phenyl)amino)cyclohexyl)amino)ethan-1-ol